C(C)(C)(C)OC(=O)NC=1C=C(C2=CC=CC=C2C1)C1=C2C(=NC(=C1C#N)N1CC3(CN(C3)C(=O)OC(C)(C)C)CC1)CC(OC2)(C)C tert-butyl 6-(4-(3-((tert-butoxycarbonyl) amino) naphthalen-1-yl)-3-cyano-7,7-dimethyl-7,8-dihydro-5H-pyrano[4,3-b]pyridin-2-yl)-2,6-diazaspiro[3.4]octane-2-carboxylate